4-fluoro-6-(methylamino)pyridine-3-carbonitrile FC1=C(C=NC(=C1)NC)C#N